6-fluoro-7-pyrazin-2-yl-1H-indole-3-sulfonyl chloride FC1=CC=C2C(=CNC2=C1C1=NC=CN=C1)S(=O)(=O)Cl